Hydroxydecanoylcarnitine C[N+](C)(C)CC(CC(=O)[O-])(C(=O)CCCCCCCCCO)O